3,5-bis(9-anthracenyl)tetrahydropyranyloxybenzene C1=CC=CC2=CC3=CC=CC=C3C(=C12)C1C(OCC(C1)C=1C2=CC=CC=C2C=C2C=CC=CC12)OC1=CC=CC=C1